ClC1=CC=C(C=C1)CN1C([C@H](CS(C2=C1C=C(C(=C2)F)N2N=C(N=N2)CC)(=O)=O)NC(OC(C)(C)C)=O)=O tert-butyl N-[(3R)-5-[(4-chlorophenyl)methyl]-7-(5-ethyltetrazol-2-yl)-8-fluoro-1,1,4-trioxo-2,3-dihydro-1λ6,5-benzothiazepin-3-yl]carbamate